O1CC[C@@H](C2=CC=CC=C12)NC(=O)C1=CC2=C(N=C(S2)C2=C(C=NN2C)C)C=C1 (S)-N-(chroman-4-yl)-2-(1,4-dimethyl-1H-pyrazol-5-yl)benzo[d]Thiazole-6-Formamide